CC(C(=O)OC)(CN1CCN(CC1)C=1C2=C(CC3=C(N1)C=CC(=C3)C)C=CC=C2)C Methyl 2,2-dimethyl-3-(4-(2-methyl-11H-dibenzo[b,e]azepin-6-yl)piperazin-1-yl)propanoate